N1C(=NC2=C1C=CC=C2)CCCNS(=O)(=O)C2=CC=C(C=C2)OCCCC N-(3-(1H-benzo[d]imidazol-2-yl)propyl)-4-butoxybenzenesulfonamide